3-methacryloyloxypropyltris(trimethyl-siloxy)silane C(C(=C)C)(=O)OCCC[Si](O[Si](C)(C)C)(O[Si](C)(C)C)O[Si](C)(C)C